BrCC\C=C\CCCCCCCCCCCC(OC)OC (3E)-1-bromo-16,16-dimethoxy-3-hexadecene